N-(2-CHLORO-6-METHYLPHENYL)-2-((6-(4-(5-(4-(4-(2,6-DIOXOPIPERIDIN-3-YL)PHENYL)PIPERAZIN-1-YL)-5-OXOPENTYL)PIPERAZIN-1-YL)-2-METHYLPYRIMIDIN-4-YL)AMINO)THIAZOLE-5-CARBOXAMIDE ClC1=C(C(=CC=C1)C)NC(=O)C1=CN=C(S1)NC1=NC(=NC(=C1)N1CCN(CC1)CCCCC(=O)N1CCN(CC1)C1=CC=C(C=C1)C1C(NC(CC1)=O)=O)C